tert-butyl 4-[[1-[4-[5-(1-methylcyclopropoxy)-1-(2-trimethylsilylethoxymethyl)indazol-3-yl]-2-pyridyl]-4-piperidyl]methyl]piperazine-1-carboxylate CC1(CC1)OC=1C=C2C(=NN(C2=CC1)COCC[Si](C)(C)C)C1=CC(=NC=C1)N1CCC(CC1)CN1CCN(CC1)C(=O)OC(C)(C)C